N-Boc-2-amino-2-methyl-1-propanol C(=O)(OC(C)(C)C)NC(CO)(C)C